COC1=CC2=C(N(C=N2)C2=CC=C(C(=N2)C2=CC=C(C#N)C=C2)[C@@H](C)O)C=C1OC (R)-4-(6-(5,6-Dimethoxy-1H-benzo[d]imidazol-1-yl)-3-(1-hydroxyethyl)pyridin-2-yl)benzonitrile